N-ethyl-2-methylaniline C(C)NC1=C(C=CC=C1)C